trans-4,4'-di(dimethylamino)stilbene tert-butyl-(2R,5S)-4-(7-(3-fluorophenyl)-5-iodo-7H-pyrrolo[2,3-d]pyrimidin-4-yl)-2,5-dimethylpiperazine-1-carboxylate C(C)(C)(C)OC(=O)N1[C@@H](CN([C@H](C1)C)C=1C2=C(N=CN1)N(C=C2I)C2=CC(=CC=C2)F)C.CN(C2=CC=C(C=C2)\C=C\C2=CC=C(C=C2)N(C)C)C